F[B-](F)(F)F tetrafluoroboranuide